methyl 1-(2-methoxyethyl)-2-({4-[2-methyl-2-(pyridin-3-yl)-1,3-benzodioxol-4-yl]piperidin-1-yl}methyl)-1H-benzimidazole-6-carboxylate COCCN1C(=NC2=C1C=C(C=C2)C(=O)OC)CN2CCC(CC2)C2=CC=CC=1OC(OC12)(C=1C=NC=CC1)C